5-(tert-butyl)-1,3-dihydrospiro[indene-2,3'-oxetan] C(C)(C)(C)C=1C=C2CC3(COC3)CC2=CC1